C(C)(C)(C)OC(=O)N1C[C@H]([C@@H](C1)COCC(=O)OC)OC.FC1=CC(=C(CNC=O)C=C1)C=C N-(4-fluoro-2-vinylbenzyl)formamide trans-tert-butyl-3-methoxy-4-((2-methoxy-2-oxoethoxy)methyl)pyrrolidine-1-carboxylate